COCOC=1C=C2C=CC=C(C2=C(C1)B1OC(C(O1)(C)C)(C)C)C#COC(C(C)C)(C(C)C)C(C)C ({6-[(methoxymethyl)oxy]-8-(4,4,5,5-Tetramethyl-1,3,2-dioxaborol-2-yl)naphthalene-1-yl}ethynyl)[tri(prop-2-yl)]methanol